ClC=1C=C(C=C2C=CC(=NC12)NC1=NC=C(C=C1)C1(CC1)C(F)(F)F)F 8-Chloro-6-fluoro-N-(5-(1-(trifluoromethyl)cyclopropyl)pyridin-2-yl)quinolin-2-amine